ClC=1C=C(CCNC(C=2C=C(C=CC2)NC=2C(N(C(C2)=O)C2C(NC(CC2)=O)=O)=O)C2=CC=CC=C2)C=CC1C(F)(F)F 3-(3-((3-(((3-Chloro-4-(trifluoromethyl)phenethyl)amino)(phenyl)methyl)phenyl)amino)-2,5-dioxo-2,5-dihydro-1H-pyrrol-1-yl)piperidine-2,6-dione